S1C=C(C2=C1CCCC2)C(=O)O 5,7-dihydro-4H-benzothiophene-3-carboxylic acid